CC1=NC=C(C(=C1)C1=CC=2N(C=C1)N=C(C2)NC2=NC=NC=C2)OC2C[C@H]1COC[C@@H](C2)N1C 5-[2-methyl-5-[[(1R,5S,7s)-9-methyl-3-oxa-9-azabicyclo[3.3.1]nonan-7-yl]oxy]-4-pyridyl]-N-pyrimidin-4-yl-pyrazolo[1,5-a]pyridin-2-amine